O1C(CCCCCCCCC\C=C\CCC1)=O (E)-Oxacyclohexadec-12-en-2-one